Bis(2-pentylheptyl) 11-(2-(diethylamino)ethyl)-7,15-dioxo-5,17-dipentyl-6,8,14,16-tetraoxa-11-azahenicosanedioate C(C)N(CCN(CCOC(OC(CCCC(=O)OCC(CCCCC)CCCCC)CCCCC)=O)CCOC(OC(CCCC(=O)OCC(CCCCC)CCCCC)CCCCC)=O)CC